2-((3R,4R)-3-Amino-4-fluoro-1-piperidinyl)-6-fluoro-1-((5-fluoro-2-pyridinyl)methyl)-1H-benzimidazol-4-carbonitril N[C@@H]1CN(CC[C@H]1F)C1=NC2=C(N1CC1=NC=C(C=C1)F)C=C(C=C2C#N)F